2-(4-Cyclopropyl-2-fluoroanilino)-3,4-difluoro-5-[[2-fluoro-3-(methylsulfamoylamino)phenyl]methyl]-N-methoxybenzamide C1(CC1)C1=CC(=C(NC2=C(C(=O)NOC)C=C(C(=C2F)F)CC2=C(C(=CC=C2)NS(NC)(=O)=O)F)C=C1)F